C(C)(C)(C)OC(=O)N1CCN(CC1)C1=CC(=C(C=C1)C1=CC=C(C=C1)Cl)[C@H](C1CCN(CC1)C1=CC=C(C(=O)O)C=C1)O (S)-4-(4-((4-(4-(tert-butoxycarbonyl)piperazin-1-yl)-4'-chloro-[1,1'-biphenyl]-2-yl)(hydroxy)methyl)piperidin-1-yl)benzoic acid